NC1=NNC2=CC=C(C(=C12)C1=C(C=C2C(=NC(=NC2=C1F)N1CC(C1)N(C)C)N1C[C@H](N(C[C@@H]1C)C(C=C)=O)C)Cl)C 1-((2R,5S)-4-((R)-7-(3-amino-5-methyl-1H-indazol-4-yl)-6-chloro-2-(3-(dimethylamino)azetidin-1-yl)-8-fluoroquinazolin-4-yl)-2,5-dimethylpiperazin-1-yl)prop-2-en-1-one